C(#N)C1(CCN(CC1)C(=O)OC(C)(C)C)C(CC)C1=CC=C(C=C1)F tert-butyl 4-cyano-4-(1-(4-fluorophenyl)propyl)piperidine-1-carboxylate